dimethylphosphonic acid platinum [Pt].COP(OC)=O